BrC1=CC=C(O1)C=1C(=NC(=C(C(=O)NC2=CC(=C(C=C2)OC2=CC=NC3=CC(=C(N=C23)OC)OC)F)C1O)C)C 5-(5-Bromofuran-2-yl)-N-(4-((6,7-dimethoxy-1,5-naphthyridin-4-yl)oxy)-3-fluorophenyl)-4-hydroxy-2,6-dimethylnicotinamide